O=C1N(C(C2=CC=CC=C12)=O)CCCCC=O 5-(1,3-dioxoisoindol-2-yl)valeraldehyde